The molecule is a benzopteridine that is riboflavin in which the methyl group at position 8 is substituted by a dimethylamino group. It has a role as an antimicrobial agent and a bacterial metabolite. It derives from a riboflavin. It is a conjugate acid of a roseoflavin(1-). CC1=CC2=C(C=C1N(C)C)N(C3=NC(=O)NC(=O)C3=N2)C[C@@H]([C@@H]([C@@H](CO)O)O)O